(Sa)-N-[6-(5-chloro-1,3-benzoxazol-2-yl)spiro[3.3]heptan-2-yl]-5-[[2-[2-(2-methoxyethoxy)ethoxy]acetyl]sulfamoyl]furan-2-carboxamide ClC=1C=CC2=C(N=C(O2)C2CC3(CC(C3)NC(=O)C=3OC(=CC3)S(NC(COCCOCCOC)=O)(=O)=O)C2)C1